ClC=1C=C(C=CC1)[C@@H]1[C@H](C1)C(=O)NC1=NC=CC(=C1)NCC=1N=C2N(C=C(C=C2C2(CN(C2)C(=O)OC(C)(C)C)O)C2CC2)C1 tert-butyl 3-(2-(((2-((1S,2S)-2-(3-chlorophenyl)cyclopropane-1-carboxamido)pyridin-4-yl)amino)methyl)-6-cyclopropylimidazo[1,2-a]pyridin-8-yl)-3-hydroxyazetidine-1-carboxylate